NC/C(/CN1N=CC(=C1)C(=O)NC1=CC=C(C=C1)Cl)=C\F (E)-1-(2-aminomethyl-3-fluoroallyl)-N-p-chlorophenyl-1H-pyrazole-4-carboxamide